benzyl ((2S,3S)-3-((tert-butyldimethylsilyl)oxy)-5-(7-fluoro-1-oxo-6-(5-(trifluoromethyl)pyrimidin-2-yl)isoquinolin-2(1H)-yl)pentan-2-yl)carbamate [Si](C)(C)(C(C)(C)C)O[C@H]([C@H](C)NC(OCC1=CC=CC=C1)=O)CCN1C(C2=CC(=C(C=C2C=C1)C1=NC=C(C=N1)C(F)(F)F)F)=O